4-fluoro-5-nitro-1,2,3,4-tetrahydroisoquinoline FC1CNCC2=CC=CC(=C12)[N+](=O)[O-]